C[C@H]1C[C@H]([C@H](O[C@H]1C/C=C(\\C)/C=C/[C@@H]2[C@H]([C@]3(CO3)[C@H]([C@@](O2)(C)O)O)O)C)NC(=O)/C=C\\[C@H](C)OC(=O)C The molecule is a spiro-epoxide with potent cytotoxic activity against human tumour cells. It is isolated from Pseudomonas sp. no.2663. It has a role as an antineoplastic agent and a bacterial metabolite. It is an acetate ester, a cyclic hemiketal, a member of pyrans, a secondary alcohol, a monocarboxylic acid amide and a spiro-epoxide.